1-[(2'-cyanobiphenyl-4-yl)methyl]-2-ethoxy-1H-benzimidazole C(#N)C1=C(C=CC=C1)C1=CC=C(C=C1)CN1C(=NC2=C1C=CC=C2)OCC